Cl.C(\C=C\C(=O)OC)(=O)OCCN1CCC2(OCCO2)CC1 1,4-dioxa-8-azaspiro[4.5]decan-8-ylethyl methyl fumarate hydrochloride